C(C)(C)(C)C1=NN(C(=C1)NC1=NC2=C(N1C)C=C(C=C2)OC2=CC(=NC=C2)NC(C)=O)[C@@H]2COCC2 (S)-N-(4-((2-((3-(tert-butyl)-1-(tetrahydrofuran-3-yl)-1H-pyrazol-5-yl)amino)-1-methyl-1H-benzo[d]imidazol-6-yl)oxy)pyridin-2-yl)acetamide